2-(4-chloro-1-isopropyl-1H-pyrazol-5-yl)-4-(3-chloro-4-(1,3-dimethyl-1H-pyrazol-5-yl)benzyl)-6,7-dihydropyrazolo[1,5-a]pyrimidin-5(4H)-one ClC=1C=NN(C1C1=NN2C(N(C(CC2)=O)CC2=CC(=C(C=C2)C2=CC(=NN2C)C)Cl)=C1)C(C)C